ClC=1C=C(C=CC1)N1C(C2=CC=CC=C2CC1=O)=O (3-chlorophenyl)-1,3(2H,4H)-isoquinolinedione